C(#N)CCCCOC(CC1=CC(=C2[C@H]3[C@H](C(OC2=C1)(C)C)CC=C(C3)C)O)=O 4-cyanobutyl-2-((6aR,10aR)-6a,7,10,10a-tetrahydro-1-hydroxy-6,6,9-trimethyl-6H-benzo[c]chromen-3-yl)acetate